OCCN1C(C(=CC2=CC(=CC=C12)C1=CC=C(C=C1)C1CCN(CC1)C(C)C)C1=CC=C(C=C1)S(=O)(=O)C)=O 1-(2-hydroxyethyl)-3-(4-methanesulfonylphenyl)-6-{4-[1-(propan-2-yl)piperidin-4-yl]phenyl}-1,2-dihydro-quinolin-2-one